[C].S1SCC=C1 dithiol carbon